FC=1C=C(C=C(C1)[C@H](CN[C@@H]([C@H]1CNC2=CC=CN=C2C1)C1=CC=CC=C1)C)CC(=O)O |o1:7| 2-(3-fluoro-5-((R or S)-1-(((S)-phenyl((R)-1,2,3,4-tetrahydro-1,5-naphthyridin-3-yl)methyl)amino)propan-2-yl)phenyl)acetic acid